FC=1C=C(OCC2=CC=C(C(=O)N(C)C)C=C2)C=C(C1C=O)F 4-((3,5-Difluoro-4-formylphenoxy)methyl)-N,N-di-methylbenzamide